6-chloro-4-hydroxy-N-(3-{4-[6-(trifluoromethyl)pyridin-3-yl]-1H-imidazol-1-yl}bicyclo[1.1.1]pentan-1-yl)-3,4-dihydro-2H-1-benzopyran-2-carboxamide ClC=1C=CC2=C(C(CC(O2)C(=O)NC23CC(C2)(C3)N3C=NC(=C3)C=3C=NC(=CC3)C(F)(F)F)O)C1